CC1=CC=C(C=C1)OC p-Methyl-anisole